BrC1=CC2=C(CCC=3C(=NN(C23)C2=NC=CC=C2)C(=O)OCC)C=C1 ethyl 8-bromo-1-(2-pyridyl)-4,5-dihydrobenzo[g]indazole-3-carboxylate